ClC=1C=CC(=C(C1)C1=NNC=C1C=1N=C2C=C(C=NC2=CC1)N[C@H]1CNCC1)F 6-[3-(5-chloro-2-fluoro-phenyl)-1H-pyrazol-4-yl]-N-[(3R)-pyrrolidin-3-yl]-1,5-naphthyridin-3-amine